C(C)(C)OC(N[C@@H]1CC[C@H](CC1)C=1SC(=CN1)C1=C(C=C(C=C1)CC(=O)NCC1=CC=CC=C1)S(NCC)(=O)=O)=O Trans-N-[4-[5-[4-[2-(benzylamino)-2-oxo-ethyl]-2-(ethyl-sulfamoyl)phenyl]thiazol-2-yl]cyclohexyl]carbamic acid isopropyl ester